(S)-2-(6-(3-methyl-1H-pyrrolo[2,3-b]pyridin-5-yl)-2-((R)-3,3,3-Trifluoro-2-methoxy-2-methylpropionyl)-1,2,3,4-tetrahydroisoquinolin-8-yl)pyrrolidine-1-carboxylate CC1=CNC2=NC=C(C=C21)C=2C=C1CCN(CC1=C(C2)[C@H]2N(CCC2)C(=O)[O-])C([C@@](C(F)(F)F)(C)OC)=O